3-(3-((2-(2-fluoro-5-((6-fluoro-4-(methylsulfonyl)-1H-indol-5-yl)oxy)phenyl)thiazol-4-yl)methyl)phenyl)propanoic acid FC1=C(C=C(C=C1)OC=1C(=C2C=CNC2=CC1F)S(=O)(=O)C)C=1SC=C(N1)CC=1C=C(C=CC1)CCC(=O)O